1-heptadecanoyl-2-nonadecanoyl-glycero-3-phosphocholine C(CCCCCCCCCCCCCCCC)(=O)OCC(OC(CCCCCCCCCCCCCCCCCC)=O)COP(=O)([O-])OCC[N+](C)(C)C